OC1=CC=C(C=C1)C1COC2=CC(=CC=C2C1C1=CC(=C(C=C1)F)C)O 3-(4-hydroxyphenyl)-4-(4-fluoro-3-methyl-phenyl)chroman-7-ol